OC=1C2=C(C=NC1C(=O)O)CCO2 7-hydroxy-2H,3H-furo[3,2-c]pyridine-6-carboxylic acid